ClCCN(C1=CC=C(C=C1)CCCC(=O)O[C@@H]1C[C@@H]2CCC3C4CCC(N[C@]4(CCC3[C@]2(CC1)C)C)=O)CCCl 1-[(6As,8S,10aS,12aS)-10a,12a-dimethyl-2-oxo-3,4,4a,4b,5,6,6a,7,8,9,10,10b,11,12-tetradecahydro-1H-naphtho[2,1-f]quinolin-8-yl] 4-[4-[bis(2-chloroethyl)amino]phenyl]butanoate